(1-azidoethane-1,1-diyl)dibenzene N(=[N+]=[N-])C(C)(C1=CC=CC=C1)C1=CC=CC=C1